N1-hexyl-biguanide C(CCCCC)NC(=N)NC(=N)N